5-(((trans-3-(3-cyclopropyl-4-(3-((1-methylpiperidin-4-yl)amino)pyridin-2-yl)-1H-pyrazol-1-yl)cyclobutyl)methyl)amino)-2-(2,6-dioxopiperidin-3-yl)isoindoline-1,3-dione C1(CC1)C1=NN(C=C1C1=NC=CC=C1NC1CCN(CC1)C)[C@@H]1C[C@H](C1)CNC=1C=C2C(N(C(C2=CC1)=O)C1C(NC(CC1)=O)=O)=O